[1-(2-trimethylsilylethoxymethyl)pyrazol-3-yl]boronic acid C[Si](CCOCN1N=C(C=C1)B(O)O)(C)C